C1=CC=C(C(=C1)C2=CC=C(C=C2)C(=O)O)C(F)(F)F trifluoromethylbiphenyl-4-carboxylic acid